(4S)-4-methyl-3,7-dioxabicyclo[4.1.0]heptane C[C@@H]1OCC2OC2C1